N1NC(CC(C1)=O)=O DIHYDROPYRIDAZINE-3,5-DIONE